C1(CC1)C1=NC(=NO1)C=1C=C(C(=NC1)C1=CC2=C(N=NC(=C2)C(C(F)(F)F)(F)F)N1C)SCC 5-(5-cyclopropyl-1,2,4-oxadiazol-3-yl)-3-(ethylsulfanyl)-2-[7-methyl-3-(1,1,2,2,2-pentafluoroethyl)pyrrolo[2,3-c]pyridazin-6-yl]pyridine